ClC(C1=NC(=NO1)C1=CC=C(C=C1)P(OCC)(=O)NCC1=C(C=C(C=C1)F)F)(F)F ethyl P-(4-(5-(chlorodifluoromethyl)-1,2,4-oxadiazol-3-yl)phenyl)-N-(2,4-difluorobenzyl)phosphonamidate